O1C\C(\CC1)=N/S(=O)C(C)(C)C 2-methyl-propane-2-sulfinic acid-(dihydro-furan-(3Z)-ylidene)-amide